2-(2-((5-(1-aminoisoquinolin-7-yl)-1-methyl-1H-indazol-3-yl)methoxy)-4-methoxyphenyl)acetic acid NC1=NC=CC2=CC=C(C=C12)C=1C=C2C(=NN(C2=CC1)C)COC1=C(C=CC(=C1)OC)CC(=O)O